N(=[N+]=[N-])CCCNC(=N)N 1-(3-azidopropyl)guanidine